1H-benzoimidazole-5-carboxylic acid [2-(2-hydroxy-ethoxy)-ethyl]-amide OCCOCCNC(=O)C1=CC2=C(NC=N2)C=C1